C(C)(C)(C)OCO[Si](OC)(OC)C1=CC=CC=C1 t-butoxyphenyl-trimethoxysilane